C(C)(C)(C)OC(N(C)CCCN)=O N-(3-aminopropyl)-N-methylcarbamic acid tert-butylester